2-acetoxycapric acid C(C)(=O)OC(C(O)=O)CCCCCCCC